((2-(dimethoxymethyl)-5,6,7,8-tetrahydro-1,8-naphthyridin-3-yl)methyl)morpholin-3-one COC(C1=NC=2NCCCC2C=C1CN1C(COCC1)=O)OC